C(C)OC(=O)C1CC2=C(C=NC=C2F)C1 4-fluoro-6,7-dihydro-5H-cyclopenta[c]pyridine-6-carboxylic acid ethyl ester